rac-tert-butyl (1R,5R,6S)-6-methyl-6-((6-(1-methyl-1H-pyrazol-4-yl)pyrazolo[1,5-a]pyrazin-4-yl)oxy)-2-azabicyclo[3.2.0]heptane-2-carboxylate C[C@]1([C@@H]2CCN([C@@H]2C1)C(=O)OC(C)(C)C)OC=1C=2N(C=C(N1)C=1C=NN(C1)C)N=CC2 |r|